2-({2-Cyclopropyl-4-[4-(3-methoxy-thiophen-2-yl)-piperidin-1-yl]-quinazolin-6-yl}-methyl-amino)-ethanol C1(CC1)C1=NC2=CC=C(C=C2C(=N1)N1CCC(CC1)C=1SC=CC1OC)N(CCO)C